BrC=1C=CC2=C(C(=C(O2)C(C)O)COC2=C(C=CC(=C2)OC)CC(=O)OCC)C1 ethyl 2-(2-((5-bromo-2-(1-hydroxy ethyl)benzofuran-3-yl)methoxy)-4-methoxyphenyl)acetate